O=C1C(=CC=CN1)C(F)(F)F 6-oxo-5-(trifluoromethyl)-1,6-dihydropyridin